ClC=1C(=C(CN2[C@@H](C[C@@](CC2)(C(=O)O)CC2=NC(=CC(=C2F)C2CN(C2)C)NC2=NNC(=C2)C)C)C=CC1)F (2R,4R)-1-(3-chloro-2-fluorobenzyl)-4-((3-fluoro-6-((5-methyl-1H-pyrazol-3-yl)amino)-4-(1-methylazetidin-3-yl)pyridin-2-yl)methyl)-2-methylpiperidine-4-carboxylic acid